[N+](=O)([O-])C1=CC=C(C=2C1=NON2)NCCCCCC(=O)N 6-[(7-nitrobenzo[c][1,2,5]oxadiazol-4-yl)amino]hexanamide